O=C1C(=C(C=NN1)N1[C@H](C2=CC=CC=C2C1)COC\C=C/C(=O)N1CCN(CC1)C1=CC=C(C=N1)C#N)C(F)(F)F 6-[4-[(2Z)-4-[[(1R)-2-[6-oxo-5-(trifluoromethyl)-1,6-dihydropyridazin-4-yl]-2,3-dihydro-1H-isoindol-1-yl]methoxy]but-2-enoyl]piperazin-1-yl]pyridine-3-carbonitrile